C(N)(=O)C=1C=C2C(=NN(C2=CC1)C)N1CCC(CC1)CN1CCN(CC1)C(=O)OC(C)(C)C tert-butyl 4-{[1-(5-carbamoyl-1-methylindazol-3-yl)piperidin-4-yl]methyl}piperazine-1-carboxylate